ethylhexyl benzoate CCCCC(CC)COC(=O)C1=CC=CC=C1